F\C(=C/CC1=CC=CC=C1)\C1=C(N(C2=C(C=CC=C12)C)CC(C(=O)N)(C)C)C1=CC=CC=C1 (Z)-3-(3-(1-Fluoro-3-phenylprop-1-en-1-yl)-7-methyl-2-phenyl-1H-indol-1-yl)-2,2-dimethylpropanamide